3-amino-2-(4-bromophenyl)-2,5-dihydro-4H-thieno-[3,4-c]-pyrazole NC1=C2C(NN1C1=CC=C(C=C1)Br)=CSC2